3-(4-(tert-butyl)phenyl)-1,2,4-thiadiazol-5(4H)-one C(C)(C)(C)C1=CC=C(C=C1)C1=NSC(N1)=O